(3-(4-methoxyphenyl)bicyclo[1.1.1]pentan-1-yl)methanol COC1=CC=C(C=C1)C12CC(C1)(C2)CO